NC1=C(C(NC2=C(C=CC=C12)C1=NC(=CC=C1C)C(F)(F)F)=O)C(=O)NCCC 4-Amino-8-[3-methyl-6-(trifluoromethyl)-2-pyridyl]-2-oxo-N-propyl-1H-quinoline-3-carboxamide